ClC=1C=C(C=C(C1)C(=O)N1CCN(CC1)C=1OC=2C(=NC(=CC2)C)N1)N1CCN(CC1)C(C)=O 1-[4-[3-chloro-5-[4-(5-methyl-[1,3]oxazolo[4,5-b]pyridin-2-yl)piperazine-1-carbonyl]phenyl]piperazin-1-yl]ethanone